C(C)(C)(C)C1=CC=CC(=C1O)C(C)C 6-tert-butyl-2-isopropyl-phenol